The molecule is a 1-phosphatidyl-1D-myo-inositol 5-phosphate(3-) obtained by deprotonation of the phosphate OH groups of 1,2-dipalmitoyl-sn-glycero-3-phospho-(1D-myo-inositol-5-phosphate); major species at pH 7.3. It is a conjugate base of a 1,2-dipalmitoyl-sn-glycero-3-phospho-(1D-myo-inositol-5-phosphate). CCCCCCCCCCCCCCCC(=O)OC[C@H](COP(=O)([O-])O[C@@H]1[C@@H]([C@@H]([C@H]([C@@H]([C@H]1O)OP(=O)([O-])[O-])O)O)O)OC(=O)CCCCCCCCCCCCCCC